N-(2,6-dioxo-3-piperidyl)-2-fluoro-3-[9-[4-(4-nitrophenyl)piperazin-1-yl]-3-azaspiro[5.5]undecan-3-yl]benzamide O=C1NC(CCC1NC(C1=C(C(=CC=C1)N1CCC2(CC1)CCC(CC2)N2CCN(CC2)C2=CC=C(C=C2)[N+](=O)[O-])F)=O)=O